C(#N)C1=CC=C(C=C1)NC(C1=CC=C(C=C1)NC1=NC=C(C(=N1)C=1C(=NC=CC1)F)SC)=O N-(4-Cyano-phenyl)-4-[4-(2-fluoro-pyridin-3-yl)-5-methylsulfanyl-pyrimidin-2-ylamino]-benzamide